5-fluoro-N-((3R,4R)-4-((4-(trifluoromethyl)phenyl)methoxy-d2)pyrrolidin-3-yl)pyrimidin-2-amine FC=1C=NC(=NC1)N[C@@H]1CNC[C@H]1OC([2H])([2H])C1=CC=C(C=C1)C(F)(F)F